N1=C(C=CC=C1)CCC(C)O 4-pyridinyl-butan-2-ol